acetonitrile formate salt C(=O)O.C(C)#N